C1=CC=CC=2C3=CC=CC=C3C(C12)CN(C(O)=O)[C@H](CN)CC1=CC=C(C=C1)C(N)=O.N[C@@H](C)C1=CC(=C(C=C1)NC(C)=O)F (S)-N-(4-(1-aminoethyl)-2-fluorophenyl)acetamide (9H-Fluoren-9-yl)methyl-(S)-(1-amino-3-(4-carbamoylphenyl)propan-2-yl)carbamate